ClCCCC(O)C1=C(C=CC=C1)C 4-chloro-1-(2-tolyl)-1-butanol